N-[(3S,4R)-4-Methoxypiperidin-3-yl]carbamic acid tert-butyl ester C(C)(C)(C)OC(N[C@H]1CNCC[C@H]1OC)=O